(2S)-2-[4-chloro-2-(1,2-oxazol-5-yl)phenoxy]-3-methylbutanoic acid ClC1=CC(=C(O[C@H](C(=O)O)C(C)C)C=C1)C1=CC=NO1